ONC(=O)C=1C=2CN(C(C2C=CC1)(C)C)C(=O)NC=1C=NC=C(C1)C(F)(F)F N4-hydroxy-1,1-dimethyl-N2-(5-(trifluoromethyl)pyridin-3-yl)isoindoline-2,4-dicarboxamide